CS(=O)(=O)N1CCC(CC1)NC1=NC=C(C(=N1)C1=CC=CC=C1)C(=O)OCC ethyl 2-((1-(methylsulfonyl) piperidin-4-yl) amino)-4-phenylpyrimidine-5-carboxylate